FC1=CC=C(C=C1)[C@]1(C[C@@H]2[C@H](N(OC2(C)C)C)[C@H](C1)C)C |r| rac-(3aR,5R,7S,7aR)-5-(4-fluorophenyl)-1,3,3,5,7-pentamethyloctahydrobenzo[c]isoxazole